FC1=CC(=NC=C1C=1NC2=CC(=CC=C2C1)F)N1CCOCC1 4-(4-Fluoro-5-(6-fluoro-1H-indol-2-yl)pyridin-2-yl)morpholine